ClC1=NC=CC(=C1)Cl 2,4-dichloropyridine